Cl.C1NCC12CC(C2)OC2=CC=NC1=CC=CC=C21 4-(2-azaspiro[3.3]hept-6-yl)oxyquinoline hydrochloride